BrC=1C=C(C=C(C1)OC)OC 5-bromo-1,3-dimethoxy-benzene